(E)-6-(4-(dimethylamino)but-2-enoyl)-4-(2-(1-(2-fluoroethyl)-3-(trifluoromethyl)-1H-pyrazol-4-yl)phenyl)-4,5,6,7-tetrahydrothieno[2,3-c]pyridine-2-carbonitrile CN(C/C=C/C(=O)N1CC2=C(C(C1)C1=C(C=CC=C1)C=1C(=NN(C1)CCF)C(F)(F)F)C=C(S2)C#N)C